1-(4-(4,4-DIMETHYL-2-OXOIMIDAZOLIDIN-1-YL)PYRIDIN-2-YL)-N-(1-METHYL-1H-INDAZOL-7-YL)-1H-PYRAZOLE-4-SULFONAMIDE CC1(NC(N(C1)C1=CC(=NC=C1)N1N=CC(=C1)S(=O)(=O)NC=1C=CC=C2C=NN(C12)C)=O)C